3-(1-phenyl-1H-imidazol-2-yl)phenol C1(=CC=CC=C1)N1C(=NC=C1)C=1C=C(C=CC1)O